3-(5-(((2R,3S)-3-((2,2-dimethyltetrahydro-2H-pyran-4-yl)amino)tetrahydro-2H-pyran-2-yl)methyl)-4-fluoro-1-oxoisoindolin-2-yl)piperidine-2,6-dione CC1(OCCC(C1)N[C@@H]1[C@H](OCCC1)CC=1C(=C2CN(C(C2=CC1)=O)C1C(NC(CC1)=O)=O)F)C